(2S)-3-{3-[2-Oxo-3-(2,2,2-trifluoroethyl)imidazolidin-1-yl]phenyl}-2-[(3R)-pyrrolidin-3-yl]propanoic acid hydrochloride Cl.O=C1N(CCN1CC(F)(F)F)C=1C=C(C=CC1)C[C@H](C(=O)O)[C@@H]1CNCC1